2-amino-1-(butyldimethylsiloxy)butane NC(CO[Si](C)(C)CCCC)CC